methyl (E)-2-cyclopropyl-2-(2-(2-ethoxy-2-oxoethyl)hydrazono)acetate C1(CC1)\C(\C(=O)OC)=N/NCC(=O)OCC